BrC=1N=C(C(=NC1)N)OCC1=CC=C(C=C1)OC 5-bromo-3-[(4-methoxyphenyl)methoxy]pyrazin-2-amine